2-[4-(difluoromethyl)-3-[4-(2-hydroxyethoxy)piperidine-1-carbonyl]-5,6-dihydro-4H-cyclopenta[c]pyrazol-1-yl]-1-[4-(2,3-dimethylphenyl)piperazin-1-yl]ethanone FC(C1CCC=2N(N=C(C21)C(=O)N2CCC(CC2)OCCO)CC(=O)N2CCN(CC2)C2=C(C(=CC=C2)C)C)F